COC(CC(COCC1=CC=CC=C1)=O)=O 4-(benzyloxy)-3-oxobutanoic acid methyl ester